COC(C1=NC(=C(C=C1)Br)N1CCC(CC1)(F)F)=O 5-Bromo-6-(4,4-difluoropiperidin-1-yl)picolinic acid methyl ester